Cl.C(C)OC([C@H](NCC1=C(C=C(C2=NON=C21)OCC=2C(=C(C=CC2)C2=CC=CC=C2)Br)OCC=2C=NC=CC2)CO)=O N-((5-(pyridin-3-ylmethoxy)-7-((2-bromo-[1,1'-biphenyl]-3-yl)methoxy)benzo[c][1,2,5]oxadiazol-4-yl)methyl)-D-serine ethyl ester hydrochloride